4-(4-methoxyphenyl)-N-(4-(methylsulfonyl)phenyl)thiazol-2-amine COC1=CC=C(C=C1)C=1N=C(SC1)NC1=CC=C(C=C1)S(=O)(=O)C